N-(1-(azetidin-1-ylmethyl)cyclopropyl)-1-(3-(trifluoromethyl)phenyl)cyclopropane-1-carboxamide N1(CCC1)CC1(CC1)NC(=O)C1(CC1)C1=CC(=CC=C1)C(F)(F)F